1-(3-ethylsulfonyl-5,6,7,8-tetrahydroimidazo[1,2-a]pyridin-2-yl)ethanone C(C)S(=O)(=O)C1=C(N=C2N1CCCC2)C(C)=O